(2,6-Dichloropyridin-4-yl)methyl D-cysteinate hydrochloride Cl.N[C@H](CS)C(=O)OCC1=CC(=NC(=C1)Cl)Cl